O=S1(C[C@@H](C=C1)NC(C1=C(N=C(C=C1)C1=CC2=C(S1)C=CS2)OC)=O)=O (R)-N-(1,1-dioxido-2,3-dihydrothiophen-3-yl)-2-methoxy-6-(thieno[3,2-b]thiophen-2-yl)nicotinamide